ethyl 2-isopropyl-4-methoxythieno[2',3':5,6]benzo[1,2-d]oxazole-7-carboxylate C(C)(C)C=1OC2=C(N1)C1=C(C=C2OC)SC(=C1)C(=O)OCC